4-{6-[2-fluoro-1-(fluoromethyl)ethoxy]-3-[4-(5-methyl-1,2,4-oxadiazol-3-yl)benzyl]-2,4-dioxo-3,4-dihydroquinazolin-1(2H)-yl}piperidine-1-carbaldehyde FCC(OC=1C=C2C(N(C(N(C2=CC1)C1CCN(CC1)C=O)=O)CC1=CC=C(C=C1)C1=NOC(=N1)C)=O)CF